O(O)C1CCC(N1C)=O 5-Hydroperoxy-1-methyl-2-pyrrolidinone